CC=1C=NC=CC1NC=1C=NC=2CCN(CC2C1)C(=O)OC(C)(C)C tert-Butyl 3-[(3-methylpyridin-4-yl)amino]-7,8-dihydro-5H-1,6-naphthyridine-6-carboxylate